6-chloro-2,3-difluorobenzoyl chloride ClC1=CC=C(C(=C1C(=O)Cl)F)F